OC1(CCCCC1)C(=O)N1CC2(CC2)C[C@H]1C(=O)N[C@@H](C[C@H]1C(NCC1)=O)C(COC(F)(F)F)=O (S)-5-(1-hydroxycyclohexane-1-carbonyl)-N-((S)-3-oxo-1-((S)-2-oxopyrrolidin-3-yl)-4-(trifluoromethoxy)butan-2-yl)-5-azaspiro[2.4]heptane-6-carboxamide